COC([C@H](OC)Cl)=O.NC1=NC=CC(=N1)OC1=NC=2C=CC=C(C2C=C1)C(=O)NC1=CC(=CC=C1)C(F)(F)F |r| 2-(2-aminopyrimidine-4-yloxy)-N-(3-(trifluoromethyl)phenyl)quinoline-5-carboxamide Methyl-(2RS)-chloro(methoxy)acetat